4,5,6-trifluorobenzo[d]oxazole-2-thiol FC1=C(C(=CC2=C1N=C(O2)S)F)F